CC1=C(C=C(C=C1)S(=O)(=O)N1CC(CC1)C1=CC=NC=C1)C1=CN=C2C(=NC=NN21)N 7-(2-Methyl-5-((3-(pyridin-4-yl)pyrrolidin-1-yl)sulfonyl)phenyl)imidazo[2,1-f][1,2,4]triazin-4-amine